2-(2-((4-methoxyphenyl)amino)phenyl)ethane COC1=CC=C(C=C1)NC1=C(C=CC=C1)CC